NC=1C=C(C=CC1)N1N=NC(=C1)C1=CN=C2N1N=C(C=C2)N[C@H](C)C2=C(C=CC(=C2)F)O (R)-2-(1-((3-(1-(3-aminophenyl)-1H-1,2,3-triazol-4-yl)imidazo[1,2-b]pyridazin-6-yl)amino)ethyl)-4-fluorophenol